N(=[N+]=[N-])[C@H]1[C@H](N(C[C@@H]1O)C(=O)OC(C)(C)C)C(=O)OCC1=CC=CC=C1 2-benzyl 1-(tert-butyl) (2S,3S,4S)-3-azido-4-hydroxypyrrolidine-1,2-dicarboxylate